P(OC1=C(C=CC=C1)CCCCCCCCC)(OC1=C(C=CC=C1)CCCCCCCCC)OC1=C(C=CC=C1)CCCCCCCCC tri(nonylphenyl) phosphite